2-(4-(1-((2-(trimethylsilyl)ethoxy)methyl)-1H-pyrazol-4-yl)phenyl)-2,8-diazaspiro[4.5]decan-1-one C[Si](CCOCN1N=CC(=C1)C1=CC=C(C=C1)N1C(C2(CC1)CCNCC2)=O)(C)C